5-{[2-(2-cyano-4-fluorophenyl)-2-azaspiro[3.3]heptan-6-yl]oxy}-N-{1-[3-(dimethylamino)-3-oxopropyl]azetidin-3-yl}-2'-ethoxy[2,3'-bipyridine]-6-carboxamide C(#N)C1=C(C=CC(=C1)F)N1CC2(C1)CC(C2)OC=2C=CC(=NC2C(=O)NC2CN(C2)CCC(=O)N(C)C)C=2C(=NC=CC2)OCC